C[C@@H](C=C)CCC=C(C)C |r| (+-)-3,7-dimethyl-1,6-octadien